CSC=1N=C(C=2N=CN([C@H]3[C@H](O)[C@H](O)[C@@H](CO)O3)C2N1)N(C([C@@H](N)C(C)C)=O)O 2-methylthio-N6-hydroxy-N-valyl-adenosine